C(CCCCCCCCCCCCCC)(=O)N[C@@H](CC(=O)O)C(=O)O N-n-pentadecanoyl-aspartic acid